N-ethyl-2-(1-ethyl-hydroxy-2-nitrosohydrazino)-ethylamine C(C)NCCN(N(N=O)O)CC